N-cyclopentyl-2-(4-ethylpiperazin-1-yl)-7-methylbenzo[d]-thiazole-6-carboxamide C1(CCCC1)NC(=O)C1=C(C2=C(N=C(S2)N2CCN(CC2)CC)C=C1)C